(Z)-1-[2-Hydroxy-6-[(2S,3R,4R,5S,6R)-3,4,5-trihydroxy-6-(hydroxymethyl)oxan-2-yl]phenyl]-3-(4-methylphenyl)prop-2-en-1-one OC1=C(C(=CC=C1)[C@@H]1O[C@@H]([C@H]([C@@H]([C@H]1O)O)O)CO)C(\C=C/C1=CC=C(C=C1)C)=O